[4-[(1-benzyloxycarbonyl-4-piperidinyl)oxy]cyclohexyloxy]piperidine-1-carboxylic acid benzyl ester C(C1=CC=CC=C1)OC(=O)N1C(CCCC1)OC1CCC(CC1)OC1CCN(CC1)C(=O)OCC1=CC=CC=C1